(R)-N-(1-cyanopyrrolidin-3-yl)-5-fluoro-2-(isoindolin-2-yl)isonicotinamide C(#N)N1C[C@@H](CC1)NC(C1=CC(=NC=C1F)N1CC2=CC=CC=C2C1)=O